N[C@H]1C(CN(CC1)C(=O)OC(C)(C)C)(F)F tert-Butyl (4R)-4-amino-3,3-difluoro-piperidine-1-carboxylate